7-[3-(pyridin-3-yl)-1,2,4-oxadiazol-5-yl]-1,2,3,4-tetra-hydroquinoxalin-2-one N1=CC(=CC=C1)C1=NOC(=N1)C1=CC=C2NCC(NC2=C1)=O